NC1CN(CC1)CCNC(=O)NC=1SC=C(N1)C(C)(C)C1=CC=C(C=C1)OC 1-(2-(3-aminopyrrolidin-1-yl)ethyl)-3-(4-(2-(4-meth-oxyphenyl)propan-2-yl)-thiazol-2-yl)urea